OC(CC[C@@H](C)[C@H]1CCC2=C3CC[C@@H]4C[C@@H](CC[C@@]4([C@H]3CC[C@]12C)C)O)(C)C (3R,5R,9R,10S,13R,17R)-17-((R)-5-hydroxy-5-methylhexan-2-yl)-10,13-dimethyl-2,3,4,5,6,7,9,10,11,12,13,15,16,17-tetradecahydro-1H-cyclopenta[a]phenanthren-3-ol